2-(4-difluoromethoxy-3-fluoro-phenyl)-4,4,5,5-tetramethyl-[1,3,2]Dioxaborolan FC(OC1=C(C=C(C=C1)B1OC(C(O1)(C)C)(C)C)F)F